ClC1=NC=C(C(=C1)N1CCC(CC1)(C)CO)C#CC=1C=NN2C1CN(CC2)C (1-(2-chloro-5-((5-methyl-4,5,6,7-tetrahydropyrazolo[1,5-a]pyrazin-3-yl)ethynyl)pyridin-4-yl)-4-methylpiperidin-4-yl)methanol